F[C@@H]1CC2=CC(CN2C1)C (2R,7aR)-2-fluoro-6-methyltetrahydro-1H-pyrrolizine